FC1=CC=C(C=C1)CNC(=O)C=1C(C(=C2N(C[C@H]3N([C@@H](CCN3CC(C)C)C)C2=O)C1)O)=O (4R,12aR)-N-[(4-fluorophenyl)methyl]-7-hydroxy-4-methyl-1-(2-methylpropyl)-6,8-dioxo-1,2,3,4,6,8,12,12a-octahydropyrido[1',2':4,5]pyrazino[1,2-a]pyrimidine-9-carboxamide